amino-2-(3,5-dichloro-4-((5-cyclopentyl-6-oxo-1,6-dihydropyridin-3-yl)oxy)phenyl)-1,2,4-triazine-3,5(2H,4H)-dione NN1C(N(N=CC1=O)C1=CC(=C(C(=C1)Cl)OC1=CNC(C(=C1)C1CCCC1)=O)Cl)=O